ClC1=C(C(=O)N2COC3=C(C2)C=CC=C3C3=CC(=C(C(=O)OC)C=C3)N3CCOCC3)C(=CC(=C1)C=1C=NN(C1)CCOC)Cl Methyl 4-[3-[2,6-dichloro-4-[1-(2-methoxyethyl)pyrazol-4-yl]benzoyl]-2,4-dihydro-1,3-benzoxazin-8-yl]-2-morpholin-4-ylbenzoate